NC=1C(=NC(=C(N1)N1N=CC=N1)Cl)C(=O)O 3-amino-6-chloro-5-(2H-1,2,3-triazol-2-yl)pyrazine-2-carboxylic acid